(S)-N-(4-AMINO-3,4-DIOXO-1-PHENYLBUTAN-2-YL)-1-(1H-BENZO[D]IMIDAZOL-2-YL)-5-METHYL-1H-PYRAZOLE-3-CARBOXAMIDE NC(C([C@H](CC1=CC=CC=C1)NC(=O)C1=NN(C(=C1)C)C1=NC2=C(N1)C=CC=C2)=O)=O